N1CC(CCC1)NC(OC(C)(C)C)=O tert-Butyl piperidin-3-ylcarbamate